indole-7-carbonitrile N1C=CC2=CC=CC(=C12)C#N